CC1=CC=C(N=N1)OC1=CC=C(C(=O)O)C=C1 4-((6-methylpyridazin-3-yl)oxy)benzoic acid